CN(C(SC1=CC=C(C=C1)CN(CCC)CC)=O)C S-[4-[[ethyl(propyl)amino]methyl]phenyl] N,N-dimethylcarbamothioate